S(N)(OC[C@@H]1OC(O[C@H]1CC1=C(C=CC=C1)Cl)(C)C)(=O)=O ((4S,5S)-5-(2-chlorobenzyl)-2,2-dimethyl-1,3-dioxolan-4-yl)methyl sulfamate